C(C)(=O)OC[C@H]1O[C@H]([C@@H]([C@H]([C@H]1OC(C)=O)OC(C)=O)NC(C)=O)OCCOCCOCCOCCOCCOCC1=CC=CC=C1 [(2R,3R,4R,5R,6R)-5-acetamido-3,4-diacetoxy-6-[2-[2-[2-[2-(2-benzyloxyethoxy)-eth-oxy]ethoxy]ethoxy]ethoxy]tetrahydropyran-2-yl]methyl acetate